C1=CC=CC=2C3=CC=CC=C3C(C12)COC(=O)N[C@H](C(=O)O)CC=1C=NC(=NC1)OC1=CC=CC=C1 (S)-2-((((9H-fluoren-9-yl)methoxy)carbonyl)amino)-3-(2-phenoxypyrimidin-5-yl)propanoic acid